C(=O)C1=C(C(=CC=C1)C=O)B(O)O (2,6-Diformylphenyl)boronic acid